3-(3'-chloro-1,1'-biphenyl-4-yl)-9-phenyl-9H-carbazole ClC=1C=C(C=CC1)C1=CC=C(C=C1)C=1C=CC=2N(C3=CC=CC=C3C2C1)C1=CC=CC=C1